ClC1=C(C(=O)N2N=C(C=C2NCC=2SC(=CC2)Cl)C2CN(C2)C(=O)N2CCNCC2)C=CC=C1 1-(2-chlorobenzoyl)-N-[(5-chlorothiophen-2-yl)methyl]-3-[1-(piperazine-1-carbonyl)azetidin-3-yl]-1H-pyrazol-5-amine